FC1=C(C=CC=C1OC1=C(C=C(C=C1)[N+](=O)[O-])C=1C2=C(C(N(C1)C)=O)NC=C2)CCCOC2CCN(CC2)C(=O)OC(C)(C)C tert-butyl 4-[3-[2-fluoro-3-[2-(6-methyl-7-oxo-1H-pyrrolo[2,3-c]pyridin-4-yl)-4-nitro-phenoxy]phenyl]propoxy]piperidine-1-carboxylate